Calcium chloride dihydrate O.O.[Cl-].[Ca+2].[Cl-]